1-(benzo[d][1,3]dioxol-5-yl)-3-((5-(2,6-dioxopiperidin-3-yl)-4-oxo-5,6-dihydro-4H-thieno[3,4-c]pyrrol-1-yl)methyl)urea O1COC2=C1C=CC(=C2)NC(=O)NCC=2SC=C1C2CN(C1=O)C1C(NC(CC1)=O)=O